C(C1=CC=CC=C1)O[C@@](C(=O)NNC(=O)C1=NC(=C(C=C1[N+](=O)[O-])C(F)(F)F)NC(CC=C)C1=CC=C(C=C1)F)(CCC=C)C(F)(F)F N'-[(2R)-2-benzyloxy-2-(trifluoromethyl)hex-5-enoyl]-6-[1-(4-fluorophenyl)but-3-enylamino]-3-nitro-5-(trifluoromethyl)pyridine-2-carbohydrazide